(S)-5-(2,5-dimethyl-1,2,3,4-tetrahydroisoquinolin-7-yl)-3-(1-(1-methylpyrrolidin-3-yl)-1H-pyrazol-4-yloxy)pyrazin-2-amine CN1CC2=CC(=CC(=C2CC1)C)C=1N=C(C(=NC1)N)OC=1C=NN(C1)[C@@H]1CN(CC1)C